[O-2].C[Al+2] methyl-aluminum-oxide